N,N-dimethyl-1-(5-ethyl-3-methoxy-2-octadecyloxyphenyl)methanamine N-oxide C[N+](CC1=C(C(=CC(=C1)CC)OC)OCCCCCCCCCCCCCCCCCC)(C)[O-]